7-(ethylamino)-5-fluoro-3-[(3R)-3-[4-(2-hydroxyacetyl)anilino]-1-piperidyl]-3-methyl-indolin-2-one C(C)NC=1C=C(C=C2C(C(NC12)=O)(C)N1C[C@@H](CCC1)NC1=CC=C(C=C1)C(CO)=O)F